CN1C2=C(SC(C1=O)CC(=O)NCCN1C(CCCC1)C)N=CC=C2 2-(1-methyl-2-oxo-2,3-dihydro-1H-pyrido[2,3-b][1,4]thiazin-3-yl)-N-(2-(2-methylpiperidin-1-yl)ethyl)acetamide